COC1=NN(C=C1B1OC(C(O1)(C)C)(C)C)S(=O)(=O)C1=CC=C(C)C=C1 3-methoxy-4-(4,4,5,5-tetramethyl-1,3,2-dioxaborolan-2-yl)-1-tosyl-1H-pyrazole